4-((4,5-Dimethylpyridin-3-yl)amino)-N-(4-(4-methylpiperazin-1-yl)phenyl)-2-oxo-1,2-dihydropyridine-3-carboxamide CC1=C(C=NC=C1C)NC1=C(C(NC=C1)=O)C(=O)NC1=CC=C(C=C1)N1CCN(CC1)C